5-(2,2-difluoroethoxy)-2-methylaniline FC(COC=1C=CC(=C(N)C1)C)F